NC=1C=NC2=CC=C(C=C2C1NC1=CC=C(C(=O)NC(C)C)C=C1)Br 4-((3-amino-6-bromoquinolin-4-yl)amino)-N-isopropylbenzamide